N1(CCNCC1)C(=O)C=1C=C2C=CC(=CC2=CC1)CCNC1=CC=NC2=CC=C(C=C12)C#N 4-((2-(6-(piperazin-1-carbonyl)naphth-2-yl)ethyl)amino)quinoline-6-carbonitrile